CC1C(CCCC1)NC(=O)CC(CC(=O)NC1C(CCCC1)C)C(=O)NC1C(CCCC1)C N,N',N''-tris(2-methylcyclohexyl)-1,2,3-propane-tricarboxamide